1-benzoyl-N-(6-(1-methyl-1H-imidazol-5-yl)isoquinolin-3-yl)piperidine-4-carboxamide C(C1=CC=CC=C1)(=O)N1CCC(CC1)C(=O)NC=1N=CC2=CC=C(C=C2C1)C1=CN=CN1C